methyl-5-trifluoromethyl-1-indanone CC1C(C2=CC=C(C=C2C1)C(F)(F)F)=O